OCCSSCCOC(=O)C1=C(C(=NC2=CC=C(C=C12)F)C1=CC=C(C=C1)C1=C(C=CC=C1)F)C 6-fluoro-2-(2'-fluoro-biphenyl-4-yl)-3-methylquinoline-4-carboxylic acid 2-(2-hydroxy-ethyldithio)-ethyl ester